NC/C(/COC1=CC=C(C=C1)S(=O)(=O)CC1CCN(CC1)C(CC1CC1)=O)=C\F (E)-1-(4-(((4-((2-(aminomethyl)-3-fluoroallyl)oxy)phenyl)sulfonyl)methyl)piperidin-1-yl)-2-cyclopropylethan-1-one